FC=1C=C(CNC(=O)C2=CC=C(S2)C2=C(C(=NC(=C2C(=O)N)CC(C)C)CC23CC(C2)(C3)C(F)F)C=3OC(=NN3)C)C=CC1F 4-(5-((3,4-difluorobenzyl)carbamoyl)thiophen-2-yl)-6-((3-(difluoromethyl)bicyclo[1.1.1]pentan-1-yl)methyl)-2-isobutyl-5-(5-methyl-1,3,4-oxadiazol-2-yl)nicotinamide